(6S,12aS)-2-((E)-(3,4-dimethoxyphenyl)methyleneamino)-6-methyl-2,3,12,12a-tetrahydropyrazino[1',2':1,6]pyrido[3,4-b]indole-1,4(6H,7H)-dione COC=1C=C(C=CC1OC)\C=N\N1C([C@@H]2CC3=C(NC=4C=CC=CC34)[C@@H](N2C(C1)=O)C)=O